(S)-N-(3-((4-(4-aminopyrimidin-2-yl)-1,3-dimethyl-1H-pyrazol-5-yl)oxy)butyl)-6'-chloro-5-((1-methylpiperidin-4-yl)oxy)-[2,3'-bipyridin]-4'-amine NC1=NC(=NC=C1)C=1C(=NN(C1O[C@H](CCNC1=C(C=NC(=C1)Cl)C1=NC=C(C=C1)OC1CCN(CC1)C)C)C)C